3-cyclopropyl-6-(4-cyclopropyl-6-methoxypyrimidin-5-yl)-1-(4-(1-methyl-4-(trifluoromethyl)-1H-imidazol-2-yl)benzyl)-1H-pyrazolo[3,4-d]pyrimidine C1(CC1)C1=NN(C2=NC(=NC=C21)C=2C(=NC=NC2OC)C2CC2)CC2=CC=C(C=C2)C=2N(C=C(N2)C(F)(F)F)C